C(C)(C)(C)[C@@]12N[C@@H](C[C@@H]2C1)C(NC1=NC(=CC=C1F)Br)=O (1R,3S,5R)-tert-butyl-3-((6-bromo-3-fluoropyridin-2-yl)carbamoyl)-2-azabicyclo[3.1.0]hexane